C=N[C@@H](CCCN)C(=O)O methyleneornithine